C(C)[C@]1(C(OCC=2C(N3CC=4N(C5=CC=C(C=C5C(C4C3=CC21)=C=O)F)CC=O)=C=O)=C=O)O (S)-2-(4-ethyl-8-fluoro-4-hydroxy-3,6,14-tricarbonyl-4,6,12,14-tetrahydro-1H-pyrano[3',4':6,7]indolizino[2,1-b]quinolin-11(3H)-yl)acetaldehyde